10,10'-(5-((9-phenyl-9H-carbazol-3-yl)sulfonyl)-1,3-phenylene)bis(9,9-dimethyl-9,10-dihydroacridine) C1(=CC=CC=C1)N1C2=CC=CC=C2C=2C=C(C=CC12)S(=O)(=O)C=1C=C(C=C(C1)N1C=2C=CC=CC2C(C2=CC=CC=C12)(C)C)N1C=2C=CC=CC2C(C2=CC=CC=C12)(C)C